CC1=C(C=NO1)B(O)O 5-METHYLISOXAZOL-4-YLBORONIC ACID